FC(C=1C(=C(C=CC1)[C@@H](C)NC=1C2=C(N=CN1)C(=NC(=C2)C2CCS(CC2)(=O)=O)OC)F)F N-[(1R)-1-[3-(difluoromethyl)-2-fluoro-phenyl]ethyl]-6-(1,1-dioxothian-4-yl)-8-methoxy-pyrido[3,4-d]pyrimidin-4-amine